O=C1NC(CCC1C1=C(OC2=C1C=C(C=C2)C#CCNC(C2=NC=C(C=C2)C=2N=CC1=C(C=CC=C1C2)C2=CC1=C(N(C(N1C)=O)C)C(=C2)C(C)C)=O)C)=O N-(3-(3-(2,6-dioxo-piperidin-3-yl)-2-methylbenzofuran-5-yl)prop-2-yn-1-yl)-5-(8-(7-isopropyl-1,3-dimethyl-2-oxo-2,3-dihydro-1H-benzo[d]imidazol-5-yl)isoquinolin-3-yl)picolinamide